(5-(7-(1-methyl-1H-pyrazol-4-yl)-1,6-naphthyridin-5-yl)pyridin-2-yl)-3,8-diazabicyclo[3.2.1]octane-8-carboxylic acid tert-butyl ester C(C)(C)(C)OC(=O)N1C2(CNCC1CC2)C2=NC=C(C=C2)C2=C1C=CC=NC1=CC(=N2)C=2C=NN(C2)C